C(C)(C)(C)OC(=O)N1CC(CC1)(CCCCO)F 3-fluoro-3-(4-hydroxybutyl)pyrrolidine-1-carboxylic acid tert-butyl ester